bis(1,2,2,6,6-pentamethyl-4-piperidyl)terephthalate CN1C(CC(CC1(C)C)OC(C1=CC=C(C(=O)OC2CC(N(C(C2)(C)C)C)(C)C)C=C1)=O)(C)C